8,8-difluoro-2,6-diazaspiro[3.4]octane-2,6-dicarboxylic acid 6-benzyl 2-(tert-butyl) ester C(C)(C)(C)OC(=O)N1CC2(C1)CN(CC2(F)F)C(=O)OCC2=CC=CC=C2